Cl.N[C@H](C#N)[C@@H]1C2=CC=C(C=C2OCC12CC2)F (S)-2-Amino-2-((S)-7-fluorospiro[chromane-3,1'-cyclopropan]-4-yl)acetonitrile hydrochloride